OC(CN1N=CC(=C1)C1=C(C=2C(=NC=C3C2N(C(N3C)=O)C(C)C)N1)C1=CN=C(S1)N1CCOCC1)(C)C 7-(1-(2-Hydroxy-2-methylpropyl)-1H-pyrazol-4-yl)-1-isopropyl-3-methyl-8-(2-morpholinothiazol-5-yl)-3,6-dihydroimidazo[4,5-d]pyrrolo[2,3-b]pyridin-2(1H)-on